(3S,10R)-7-((2S,5R)-4-acryloyl-2,5-dimethylpiperazin-1-yl)-3-(methoxymethyl)-10-(1-methyl-1H-indazol-7-yl)-9-(trifluoromethyl)-2,3-dihydro-5H-[1,4]thiazino[2,3,4-ij]quinazolin-5-one C(C=C)(=O)N1C[C@@H](N(C[C@H]1C)C1=NC(N2C3=C(C(=C(C=C13)C(F)(F)F)C=1C=CC=C3C=NN(C13)C)SC[C@@H]2COC)=O)C